C(C)(C)(C)OC(=O)N[C@H](C(=O)N[C@H](C(=O)O)CCCNC(=N)N)CC1=CC(=C(C=C1)O)O (2S)-2-[(2S)-2-[(tert-butoxycarbonyl)amino]-3-(3,4-dihydroxyphenyl)propanamido]-5-carbamimidamidopentanoic acid